N-[(3S)-2-oxo-5-phenyl-1,3-dihydro-1,4-benzodiazepin-3-yl]-2-phenylpyrazolo[1,5-a]pyrimidine-3-carboxamide O=C1NC2=C(C(=N[C@@H]1NC(=O)C=1C(=NN3C1N=CC=C3)C3=CC=CC=C3)C3=CC=CC=C3)C=CC=C2